CCC(CC)OOC(CCCCCC(CCCCCC(=O)OOC(CC)CC)=O)=O 7-oxotridecanedioic acid bis(3-pentyloxy) ester